(1R,4s)-4-(8-(2,6-dichloro-4-cyanophenylamino)-2-((1S,3S)-3-hydroxycyclohexylamino)-9H-purin-9-yl)cyclohexanecarboxamide ClC1=C(C(=CC(=C1)C#N)Cl)NC=1N(C2=NC(=NC=C2N1)N[C@@H]1C[C@H](CCC1)O)C1CCC(CC1)C(=O)N